methyl 2-(3-amino-4-methoxyphenyl)furan-3-carboxylate NC=1C=C(C=CC1OC)C=1OC=CC1C(=O)OC